ClC1=CC=C(C=C1)NC1=NC=CC(=N1)NC1=CN=NC2=C(C=CC=C12)C N2-(4-chlorophenyl)-N4-(8-methylcinnolin-4-yl)pyrimidine-2,4-diamine